methyl (1R,2S,5S)-3-[(2S)-2-cyclohexyl-2-{[(trifluoromethyl) sulfonyl]amino}acetyl]-6,6-dimethyl-3-azabicyclo[3.1.0]hexane-2-carboxylate C1(CCCCC1)[C@@H](C(=O)N1[C@@H]([C@H]2C([C@H]2C1)(C)C)C(=O)OC)NS(=O)(=O)C(F)(F)F